O1CCC2=C1C=CC(=C2)CCC[C@H]2C[C@@H]1N(CCN(C1)C1=NC=C(C#N)C=C1)C2=O 6-((7S,8aS)-7-(3-(2,3-dihydrobenzofuran-5-yl)propyl)-6-oxohexahydropyrrolo[1,2-a]pyrazin-2(1H)-yl)nicotinonitrile